BrC1=CC=C(C=C1)C1=CC=C(C=C1)Cl 4-bromo-4'-chlorobiphenyl